Br[C@H]1[C@@H]2N(C([C@H]1C[C@H]2CC(=O)[O-])=O)CC2=CC=C(C=C2)OC (1R,4R,6S,7R)-7-bromo-2-(4-methoxybenzyl)-3-oxo-2-azabicyclo[2.2.1]Hept-6-ylacetate